N1=CN=C(C=C1)C=1N=CC(=NC1)NC1=CC(=CC=C1)C1=NC2=C(N1)C=C(C=C2)OC(F)(F)F 5-(pyrimidin-4-yl)-N-(3-(6-(trifluoromethoxy)-1H-benzo[d]imidazol-2-yl)phenyl)pyrazin-2-amine